(3S,4R)-7-chloro-3-fluoro-benzopyran-4-ol ClC1=CC2=C(C(=C(CO2)F)O)C=C1